Cl.O(C1=CC=CC=C1)C=1C=C(C=C(C1)CNCCCNCCCN)CNCCCNCCCN N1,N1'-((5-phenoxy-1,3-phenylene)bis(methylene))bis(N3-(3-aminopropyl)propane-1,3-diamine), hydrochloride salt